(R)-(2-(2-bromophenyl)-4-(2,6-diaminopyrimidin-4-yl)morpholin-2-yl)methanol BrC1=C(C=CC=C1)[C@@]1(CN(CCO1)C1=NC(=NC(=C1)N)N)CO